Dipropionate sodium salt [Na+].C(CC)(=O)[O-].C(CC)(=O)[O-].[Na+]